2-(4-((4-(1H-indazol-6-yl)-1H-1,2,3-triazol-1-yl)methyl)phenyl)-5-(difluoromethyl)-1,3,4-oxadiazole N1N=CC2=CC=C(C=C12)C=1N=NN(C1)CC1=CC=C(C=C1)C=1OC(=NN1)C(F)F